2-chloro-6-[(2S)-2-(cyclobutylamino)propyl]-N-[(furan-2-yl)methyl]-7-methylthieno[3,2-d]pyrimidin-4-amine formate C(=O)O.ClC=1N=C(C2=C(N1)C(=C(S2)C[C@H](C)NC2CCC2)C)NCC=2OC=CC2